CC(CNC(=O)C=1N=COC1)(C)N1CCOCC1 N-(2-methyl-2-morpholinopropyl)oxazole-4-carboxamide